ethyl (E)-3-(2-((4-((S)-2-(4-chloro-2-fluorophenyl)-2-methylbenzo[d][1,3]dioxol-4-yl)piperidin-1-yl)methyl)-1-(((S)-oxetan-2-yl)methyl)-1H-imidazol-5-yl)-2-methylacrylate ClC1=CC(=C(C=C1)[C@@]1(OC2=C(O1)C=CC=C2C2CCN(CC2)CC=2N(C(=CN2)/C=C(/C(=O)OCC)\C)C[C@H]2OCC2)C)F